tetramethylene glycol diacrylate C(C=C)(=O)OCCCCOC(C=C)=O